5-((tert-butyldimethylsilyl)oxy)-1H-indole-2-carboxylic acid methyl ester COC(=O)C=1NC2=CC=C(C=C2C1)O[Si](C)(C)C(C)(C)C